[(Z)-non-2-enyl] 8-[3-[2-[2-[2-[2-[2-(1H-imidazole-4-carbonylamino)ethoxy]ethoxy]ethoxy]ethoxy]ethyl-octylamino]-2-[8-[(Z)-non-2-enoxy]-8-oxo-octoxy]-3-oxo-propoxy]octanoate N1C=NC(=C1)C(=O)NCCOCCOCCOCCOCCN(C(C(COCCCCCCCC(=O)OC\C=C/CCCCCC)OCCCCCCCC(=O)OC\C=C/CCCCCC)=O)CCCCCCCC